tert-butyl (6-(6-cyanospiro[3.3]hept-2-yl)thiazolo[4,5-b]pyrazin-2-yl)carbamate C(#N)C1CC2(CC(C2)C=2N=C3C(=NC2)N=C(S3)NC(OC(C)(C)C)=O)C1